ClC1=CC=C(C=C1)C=1C=C(C(N(N1)C=1C=NC=NC1)=O)C(=O)NC(CO)C 6-(4-chlorophenyl)-N-(1-hydroxypropan-2-yl)-3-oxo-2-(pyrimidin-5-yl)-2,3-dihydropyridazine-4-carboxamide